BrC=1C=C(C=CC1)C1(CC1)C=1C(=C(C(=O)N)C=C(C1)OCCN(C)C)C (1-(3-bromophenyl)cyclopropyl)-5-(2-(dimethylamino)ethoxy)-2-methylbenzamide